ClC1=C(C)C=CC(=C1)F 2-chloro-4-fluorotoluene